1,3-dibenzoylpropane C(C1=CC=CC=C1)(=O)CCCC(C1=CC=CC=C1)=O